C(CCOCCCC(=O)O)C(=O)O 4-oxa-1,7-heptanedicarboxylic acid